ClC1=C(C=C2C=C(N=CC2=C1)NC(=O)[C@@H]1[C@H](C1)C=1C=NN(C1)C)C1CCN(CC1)[C@@]1(COC[C@@H]1O)C (1S,2S)-N-(7-chloro-6-(1-((3R,4R)-4-hydroxy-3-methyltetrahydrofuran-3-yl)piperidin-4-yl)isoquinolin-3-yl)-2-(1-methyl-1H-pyrazol-4-yl)cyclopropane-1-carboxamide